P(=O)(O)(O)O.C(=C)[SiH](C)C.C(=C)[SiH](C)C.C(=C)[SiH](C)C tri-(vinyldimethylsilane) phosphate